CC(C(=O)OCCC(C)(C1=CC(=CC=C1)C(F)(F)F)NC1=NC2=C(N1)C=CC=C2CN2C(OC=C2)=N)(C)C 3-({4-[(2-imino-2,3-dihydro-1,3-oxazol-3-yl)methyl]-1H-1,3-benzodiazol-2-yl}amino)-3-[3-(trifluoromethyl)phenyl]butyl 2,2-dimethylpropanoate